COC1=C(C=C(C=N1)C=1C=C2C(=NC=NC2=CC1)N1CCC2(CN(C2)C(=O)OC(C)(C)C)CC1)NS(=O)(=O)C1=C(C=C(C=C1F)F)F Tert-butyl 7-(6-(6-methoxy-5-((2,4,6-trifluorophenyl)sulfonamido)pyridin-3-yl)quinazolin-4-yl)-2,7-diazaspiro[3.5]nonane-2-carboxylate